C(C)(=O)OCC=1NC(=C(C(C1C(=O)OCC)C1=C(C(=CC(=C1)F)F)C(F)(F)F)C(=O)OC)CF 3-ethyl 5-methyl 2-(acetoxymethyl)-4-(3,5-difluoro-2-(trifluoromethyl)phenyl)-6-(fluoromethyl)-1,4-dihydropyridine-3,5-dicarboxylate